1-(1-(4-(3-(dimethylamino)prop-1-yn-1-yl)benzyl)-1H-indol-5-yl)-5-methyl-1H-pyrazole-3-carboxamide CN(CC#CC1=CC=C(CN2C=CC3=CC(=CC=C23)N2N=C(C=C2C)C(=O)N)C=C1)C